2-(2-fluoro-3-methyl-4-((6-methylpyridin-2-yl)carbamoyl)phenyl)-9,10-dihydro-4H-benzo[d]pyrazolo[1,5-a][1,3]diazepine-3-carboxamide FC1=C(C=CC(=C1C)C(NC1=NC(=CC=C1)C)=O)C1=NN2C(NC3=C(CC2)C=CC=C3)=C1C(=O)N